pteridine-2,4(1H,3H)-dione N1C(NC(C2=NC=CN=C12)=O)=O